1,1-dimethoxy-trans-2-hexene COC(\C=C\CCC)OC